ClC1=C(C=C(C=C1Cl)C1(OC1)C1=CC=CC=C1)C=1C(=CC=C(C1F)OCCOC)C#N 2',3'-Dichloro-6-fluoro-5-(2-methoxyethoxy)-5'-(2-phenyloxiran-2-yl)-[1,1'-biphenyl]-2-carbonitrile